selenophosphate P(=[Se])([O-])([O-])[O-]